C1(CC1)[C@@H]1C[C@@H](CN(C1)C1=C2N=CC=NC2=C(C=C1)C(F)(F)F)NC(CN1CCOCC1)=O cis-N-[5-cyclopropyl-1-[8-(trifluoromethyl)quinoxalin-5-yl]piperidin-3-yl]-2-(morpholin-4-yl)acetamide